COC1C2=CC=CC=C2C=2C=CC=C(C12)C(=O)Cl 9-methoxyfluorenecarbonyl chloride